(R)-1-(((2-chloro-6-methylquinolin-3-yl)methyl)amino)butan-2-ol ClC1=NC2=CC=C(C=C2C=C1CNC[C@@H](CC)O)C